(S)-N-(4-(4-amino-7-(1-(1-(aminomethyl)cyclopropyl)-1H-pyrazol-4-yl)-1-methyl-1H-pyrazolo[4,3-c]pyridin-3-yl)-2-(1-(4-fluorophenyl)ethoxy)phenyl)-1,1-difluoromethanesulfonamide NC1=NC=C(C2=C1C(=NN2C)C2=CC(=C(C=C2)NS(=O)(=O)C(F)F)O[C@@H](C)C2=CC=C(C=C2)F)C=2C=NN(C2)C2(CC2)CN